N1C=C(C2=CC=CC=C12)CN(C)C (1H-indol-3-yl)-N,N-dimethyl-methanamine